C1(CC1)C=1C(=CC(N2[C@@H](CSC12)C(=O)O)=O)CC1=CC=CC2=CC=CC=C12 (3R)-7-cyclopropyl-6-[(1-naphthyl)methyl]-4-oxo-1-thia-3a-aza-3-indancarboxylic acid